N1(N=NN=C1)C[C@H](C)OC1=C(C#N)C=CC(=C1)C=1C=NC(=NC1)NC=1C(=NN(C1)C1CCC(CC1)N1C[C@@H](O[C@@H](C1)C)C)OCCCOCC 2-(((S)-1-(1H-tetrazol-1-yl)propan-2-yl)oxy)-4-(2-((1-((1r,4r)-4-((2S,6R)-2,6-dimethylmorpholino)cyclohexyl)-3-(3-ethoxypropoxy)-1H-pyrazol-4-yl)amino)pyrimidin-5-yl)benzonitrile